ClC1=C(C(=CC=C1Cl)O)[C@H]1C[C@@H]2N(C(OCC2O)=O)C1 (4aS,6R)-6-(2,3-dichloro-6-hydroxyphenyl)-4-hydroxy-hexahydropyrrolo[1,2-c][1,3]oxazin-1-one